C[C@@H]1N(CCC1)C(=O)N[C@H](C(=O)O)CCN(CCCCC1=NC=2NCCCC2C=C1)CCOC1=CC=CC=C1 (2S)-2-[[(2S)-2-methylpyrrolidine-1-carbonyl]amino]-4-[2-phenoxyethyl-[4-(5,6,7,8-tetrahydro-1,8-naphthyridin-2-yl)butyl]amino]butanoic acid